2-((4-((R)-2-(4-cyano-2-(methoxy-d3)phenyl)-4-fluoro-2H-chromen-8-yl)piperidine-1-yl)methyl)-1-(((S)-oxetan-2-yl)methyl)-1H-benzo[d]imidazole-6-carboxylic acid C(#N)C1=CC(=C(C=C1)[C@@H]1OC2=C(C=CC=C2C(=C1)F)C1CCN(CC1)CC1=NC2=C(N1C[C@H]1OCC1)C=C(C=C2)C(=O)O)OC([2H])([2H])[2H]